C1(=CC=CC=C1)C1CC(=NO1)C1=CC=C(C(=O)O)C=C1 4-(5-phenyl-4,5-dihydroisoxazol-3-yl)benzoic acid